1-[2-cyano-4-(trifluoromethyl)phenyl]-N-[(3R)-1-methylpyrrolidin-3-yl]-4-{6-[2-(trifluoromethoxy)phenyl]pyridin-3-yl}piperidine-4-carboxamide C(#N)C1=C(C=CC(=C1)C(F)(F)F)N1CCC(CC1)(C(=O)N[C@H]1CN(CC1)C)C=1C=NC(=CC1)C1=C(C=CC=C1)OC(F)(F)F